N1=C(N=CC=C1)C1=NC=C(C=N1)N1CC2=CC=CC=C2CC1 2-(2-pyrimidin-2-ylpyrimidin-5-yl)-3,4-dihydro-1H-isoquinoline